Cetyltrimethylammonium chloride [Cl-].C(CCCCCCCCCCCCCCC)[N+](C)(C)C